NC=1C(=NC(=C(N1)N)Cl)C(=O)NC(N)=NC1=CC=CC=C1 3,5-diamino-6-chloro-N-(N'-phenylcarbamimidoyl)pyrazine-2-carboxamide